3-fluoro-6-methyl-5-(1-(4-nitro-1H-pyrazol-1-yl)ethyl)pyridin FC=1C=NC(=C(C1)C(C)N1N=CC(=C1)[N+](=O)[O-])C